NC1=CC=C(C(=O)NC2=C(C=C(OC3=C(C(=C(C(=C3F)F)OC3=CC(=C(C=C3)NC(C3=CC=C(C=C3)N)=O)O[Si](OCC)(OCC)OCC)F)F)C=C2)O[Si](OCC)(OCC)OCC)C=C1 1,4-bis(4-(4-aminobenzoylamino)-3-(triethoxysiloxy)phenoxy)tetrafluorobenzene